Methyl 5-amino-3-cyano-4-(3-hydroxy-2-methylphenyl)-1-methyl-1H-indazole-6-carboxylate NC=1C(=C2C(=NN(C2=CC1C(=O)OC)C)C#N)C1=C(C(=CC=C1)O)C